C1N(CC12CNC2)C2=C(C=C1C=C(N=NC1=C2)C2=C(C=CC=C2)O)N(C)C 2-(7-{2,6-diazaspiro[3.3]heptan-2-yl}-6-(dimethylamino)cinnolin-3-yl)phenol